(R)-5-amino-N-((3'-cyano-[3,4'-bipyridin]-6-yl)methyl)-N-(5,6,7,8-tetrahydroquinolin-8-yl)-6,8-dihydro-1H-furo[3,4-d]pyrrolo[3,2-b]pyridine-2-carboxamide NC1=C2C(=C3C(=N1)C=C(N3)C(=O)N([C@@H]3CCCC=1C=CC=NC31)CC3=CC=C(C=N3)C3=C(C=NC=C3)C#N)COC2